N=1N(N=CC1)C=1C=CC(=NC1)CC=1OC=C(N1)C(=O)N[C@H]1[C@@H](CC1)O 2-((5-(2H-1,2,3-triazol-2-yl)pyridin-2-yl)methyl)-N-((1R,2R)-2-hydroxycyclobutyl)oxazole-4-carboxamide